(1-hydroxymethyl)propylmethacrylamide OCC(=C(C(=O)N)C)CCC